C(=O)O.ClC1=CC=C2C(=N1)C(=CN2)NC2=NC1=C(N2C)C=CC=C1N1CCCCC1 N-(5-chloro-1H-pyrrolo[3,2-b]pyridin-3-yl)-1-methyl-4-(piperidin-1-yl)-1H-benzo[d]imidazole-2-amine formate